1-{2-fluoro-3-[(7-hydroxy-2-oxo-3,4-dihydro-2H-1,3-benzoxazin-3-yl)methyl]phenyl}-N-methylmethanesulfonamide FC1=C(C=CC=C1CN1C(OC2=C(C1)C=CC(=C2)O)=O)CS(=O)(=O)NC